tert-butyl (S)-3-((4-((4-(cyclopropylmethoxy)-2,3-difluorophenyl)amino)pyrido[3,2-d]pyrimidin-6-yl)oxy)pyrrolidine-1-carboxylate C1(CC1)COC1=C(C(=C(C=C1)NC=1C2=C(N=CN1)C=CC(=N2)O[C@@H]2CN(CC2)C(=O)OC(C)(C)C)F)F